(2S,3R,4S)-3-[(ethanesulfonyl)amino]-fluoro-N,N-dimethyl-2-[(2,2',3'-trifluoro-[1,1'-biphenyl]-3-yl)methyl]pyrrolidine-1-carboxamide C(C)S(=O)(=O)N[C@H]1[C@](N(CC1)C(=O)N(C)C)(CC=1C(=C(C=CC1)C1=C(C(=CC=C1)F)F)F)F